1-(6-chloro-3-(4-fluorotetrahydro-2H-pyran-4-yl)pyridin-2-yl)-N,N-dimethylmethylamine ClC1=CC=C(C(=N1)CN(C)C)C1(CCOCC1)F